butoxycarbonylamino-pyrrolidin C(CCC)OC(=O)NN1CCCC1